FS(C=1C=C(C=C(C1)C(F)(F)F)C1N(NC=N1)\C=C/C(=O)NNC=1SC=CN1)(F)(F)(F)F (Z)-3-(3-(3-(pentafluoro-sulfaneyl)-5-(trifluoromethyl)phenyl)-1H-1,2,4-triazol-N'-yl)-N'-(thiazol-2-yl)acrylohydrazide